bis(methacryloxypropyl)tetramethyldisiloxane CC(=C)C(=O)OCCC[Si](C)(C)O[Si](C)(C)CCCOC(=O)C(=C)C